[18]annulene C1=CC=CC=CC=CC=CC=CC=CC=CC=C1